C(CCCCCCC\C=C\CCCCCCCC)(=O)O (9E)-Octadec-9-enoic acid